CN(C)CC1=NC2=C(N1)C=CC(=C2)NC(=O)C2=CC=C(C(=O)OC)C=C2 methyl 4-((2-((dimethylamino)methyl)-1H-benzo[d]imidazol-5-yl)carbamoyl)benzoate